15-chloro-21-cyclopropyl-16-methoxy-18,18-dioxo-8,11-dioxa-18λ6-thia-19-azatetracyclo[18.3.1.113,17.02,7]pentacosa-1(23),2(7),3,5,13(25),14,16,20(24),21-nonaen-12-one ClC1=CC=2C(OCCOC=3C=CC=CC3C3=CC=C(C(NS(C(=C1OC)C2)(=O)=O)=C3)C3CC3)=O